Cl.NC1=CC=C(C2=CC=CC=C12)O 4-aminonaphthalen-1-ol HCl salt